[K].C1CCC2=C(C=3CCCC3C=C12)NC(=O)NS(=O)(=O)C1CCN(CC1)C(=O)NC(C)C 4-(N-((1,2,3,5,6,7-Hexahydro-s-indacen-4-yl)carbamoyl)sulfamoyl)-N-isopropylpiperidine-1-carboxamide, potassium salt